C(C1=CC=CC=C1)OCCC1=C(C=C(C=C1)F)S(=O)(=O)NC1=C(C=C(C(=O)OCC)C=C1)F ethyl 4-((2-(2-(benzyloxy) ethyl)-5-fluorophenyl) sulphonamido)-3-fluorobenzoate